(1-Benzylpiperidin-4-yl)-N-(4-chlorophenyl)-2-furoamide C(C1=CC=CC=C1)N1CCC(CC1)C1=C(OC=C1)C(=O)NC1=CC=C(C=C1)Cl